FCC=1CC[C@H]([C@@H](C1)C=1C(=CC(=CC1O)CCCCC)O)C(=C)C (1'R,2'R)-5'-(fluoromethyl)-4-pentyl-2'-(prop-1-en-2-yl)-1',2',3',4'-tetrahydro-[1,1'-biphenyl]-2,6-diol